CC1=C2C(=NN(C2=C(C=C1)C(=O)O)C1CN(CC1)C(C=C)=O)C1=CC=C(C=C1)C(F)(F)F Methyl-1-(1-acryloylpyrrolidin-3-yl)-3-(4-(trifluoromethyl)phenyl)-1H-indazole-7-carboxylic acid